(Cis)-octahydropyrano[3,4-c]pyrrole C1[C@@H]2[C@H](CN1)COCC2